1,4-bis(3'-amino-5'-trifluoromethyl-phenoxy)biphenyl NC=1C=C(OC2(CC=C(C=C2)OC2=CC(=CC(=C2)C(F)(F)F)N)C2=CC=CC=C2)C=C(C1)C(F)(F)F